ClC=1C=C(C(=C(C1)O)C1=CC2=C(N=N1)N(C=C2)C[C@@H]2[C@@H](CN(CC2)C)F)C Cis-5-chloro-2-{7-[(3-fluoro-1-methylpiperidin-4-yl)methyl]-7H-pyrrolo[2,3-c]pyridazin-3-yl}-3-methylphenol